OCCN1CN(CN(C1)CCO)CCO 1,3,5-tris(hydroxyethyl)hexahydro-s-triazine